C1(=CC=CC=C1)C(C)(C)C1=CC=CC=C1 2,2-diphenylpropane